5-bromobenzo[b]thiophene-2-carboxylic acid methyl ester COC(=O)C1=CC2=C(S1)C=CC(=C2)Br